C1(CCCC1)NCC1=C(C=CC=C1)C1=CC=C(S1)C(C)NC1=NC(=NC2=CC(=C(C=C12)OC)OC)C N-[1-(5-{2-[(cyclopentylamino)methyl]phenyl}thiophen-2-yl)ethyl]-6,7-dimethoxy-2-methylquinazolin-4-amine